pyrido[2,3-d]pyridine N1=CC=CC=2C1=CC=NC2